3-(4-oxo-3,4-dihydroquinazolin-2-yl)-[1,4'-bipiperidine]-1'-carboxylic acid tert-butyl ester C(C)(C)(C)OC(=O)N1CCC(CC1)N1CC(CCC1)C1=NC2=CC=CC=C2C(N1)=O